4-(N-(4-chloro-2-((2-chloro-N-(furan-2-ylmethyl)benzamido)methyl)phenyl)-N-Ethylsulfamoyl)benzoate ClC1=CC(=C(C=C1)N(S(=O)(=O)C1=CC=C(C(=O)[O-])C=C1)CC)CN(C(C1=C(C=CC=C1)Cl)=O)CC=1OC=CC1